tert-butyl methyl(2,2,2-trifluoro-1-(4-(4,4,5,5-tetramethyl-1,3,2-dioxaborolan-2-yl)phenyl)ethyl)carbamate CN(C(OC(C)(C)C)=O)C(C(F)(F)F)C1=CC=C(C=C1)B1OC(C(O1)(C)C)(C)C